C(C1=C(C=CC=C1)CCC1=C(C(=O)O)C=CC=C1)(=O)O.BrC=1C(=C(C=CC1)CC(C)(O)C1=C(C=C(C=C1)Cl)F)F 1-(3-bromo-2-fluorophenyl)-2-(4-chloro-2-fluorophenyl)propan-2-ol dimethylenedibenzoate